CC1=C(C(=CC=C1)C)NC1=NN(C2=NC(=NC=C21)NC2=CC=C1CCN(CC1=C2)CC2CCN(CC2)C=2C=CC(=NC2)C(=O)O)C 5-(4-((7-((3-((2,6-dimethylphenyl)amino)-1-methyl-1H-pyrazolo[3,4-d]pyrimidin-6-yl)amino)-3,4-dihydroisoquinolin-2(1H)-yl)methyl)piperidin-1-yl)picolinic acid